(S)-3-(7-chloro-3-cyclopropyl-2-oxo-5-phenyl-2,3-dihydro-1H-benzo[e][1,4]diazepin-1-yl)-N-(methylsulfonyl)propanamide ClC1=CC2=C(N(C([C@@H](N=C2C2=CC=CC=C2)C2CC2)=O)CCC(=O)NS(=O)(=O)C)C=C1